5-(2-aminoethoxy)-2,6-dichloro-N-[2-(1H-indol-3-yl)ethyl]pyrimidin-4-amine NCCOC=1C(=NC(=NC1Cl)Cl)NCCC1=CNC2=CC=CC=C12